N-(4-amino-2-tetrahydropyran-2-yl-pyrazolo[4,3-c]pyridin-7-yl)-N'-isobutyl-N'-(o-tolylmethyl)oxamide NC1=NC=C(C=2C1=CN(N2)C2OCCCC2)NC(=O)C(=O)N(CC2=C(C=CC=C2)C)CC(C)C